C(=O)(OC(C)(C)C)[C@H](CCN)O (S)-Boc-3-aminopropanol